CC1OC(CN(C1)C1=CC=C(C=C1)NC=1C=CC2=C(OC(C(N2C)=O)CC)C1)C 7-((4-(2,6-Dimethylmorpholino)phenyl)amino)-2-ethyl-4-methyl-2H-benzo[b][1,4]oxazin-3(4H)-one